C=C=S thioketene